2-(6,6-difluoro-2-azaspiro[3.3]heptan-2-yl)-N-(3-fluoro-4-(piperidin-1-yl)phenyl)-5-methyloxazole-4-carboxamide FC1(CC2(CN(C2)C=2OC(=C(N2)C(=O)NC2=CC(=C(C=C2)N2CCCCC2)F)C)C1)F